N-Hydroxy-4-methyl-2-(phenylsulfonamido)pentanamide ONC(C(CC(C)C)NS(=O)(=O)C1=CC=CC=C1)=O